Cl.OC1=C(OC2=C(C(=CC=C2C1=O)O)OC)C1=CC=C(C=C1)CN1CCN(CC1)C 3,7-Dihydroxy-8-methoxy-2-(4-((4-methylpiperazin-1-yl)methyl)phenyl)-4H-chromen-4-one hydrochloride